NC=1SC2=C(N1)CC[C@@]1([C@H]3CC[C@]4([C@H]([C@@H]3CC=C12)CC[C@@H]4O)C)C (5aR,5bS,7aS,8S,10aS,10bR)-2-amino-5a,7a-dimethyl-5,5a,5b,6,7,7a,8,9,10,10a,10b,11-dodecahydro-4H-cyclopenta[7,8]phenanthro[2,1-d]thiazol-8-ol